CC=1OC2=C(C1C(=O)O)C=C(C=C2)OCC2=CC=C(C=C2)C 2-methyl-5-((4-methylbenzyl)oxy)benzofuran-3-carboxylic acid